N1CC(=CC1)C1=CC=C(S1)C=1C=NC2=CC=C(C=C2C1)C=1N=CNC1C1=NC(=CC=C1)C 3-[5-(2,5-dihydro-1H-pyrrol-3-yl)-2-thienyl]-6-[5-(6-methyl-2-pyridyl)-1H-imidazol-4-yl]quinoline